C1CC12CCN(CC2)CCO[C@H](C)C2=CC=C(C=N2)C2=CC=1C3=C(N=NC1C=C2F)N(C(N3C3CCOCC3)=O)C (R)-8-(6-(1-(2-(6-azaspiro[2.5]octan-6-yl)ethoxy)ethyl)pyridin-3-yl)-7-fluoro-3-methyl-1-(tetrahydro-2H-pyran-4-yl)-1H-imidazo[4,5-c]cinnolin-2(3H)-one